3-((1-(2,2-difluoroethyl)azetidin-3-yl)oxy)thiophene-2-carboxylate FC(CN1CC(C1)OC1=C(SC=C1)C(=O)[O-])F